NC1=CC(=C(C=C1OC)N1CCC(CC1)CN1CCN(CC1)C1=CC(=C(C=C1)C1C(NC(CC1)=O)=O)F)C=1C=NN(C1)C 3-(4-(4-((1-(4-Amino-5-methoxy-2-(1-methyl-1H-pyrazol-4-yl)phenyl)piperidine-4-yl)methyl)piperazin-1-yl)-2-fluorophenyl)piperidine-2,6-dione